NC([C@H](C[C@H]1C(NCC1)=O)NC([C@H](CC1CC1)NC(=O)C=1NC2=CC=CC(=C2C1)C1CC1)=O)=O N-[(1S)-2-[[(1S)-2-amino-2-oxo-1-[[(3S)-2-oxopyrrolidin-3-yl]methyl]ethyl]amino]-1-(cyclopropylmethyl)-2-oxo-ethyl]-4-cyclopropyl-1H-indole-2-carboxamide